5-(2-(((3R,4S)-3-fluoro-1-((1-methyl-1H-pyrazol-4-yl)sulfonyl)piperidin-4-yl)amino)-5-(trifluoromethyl)pyrimidin-4-yl)-2-(2-hydroxy-2-methylpropyl)thiophene-3-carboxamide F[C@@H]1CN(CC[C@@H]1NC1=NC=C(C(=N1)C1=CC(=C(S1)CC(C)(C)O)C(=O)N)C(F)(F)F)S(=O)(=O)C=1C=NN(C1)C